tert-butyl 3-[[4-(methylamino)-2-methylsulfanyl-pyrimidin-5-yl]methyl amino]pyrrolidine-1-carboxylate CNC1=NC(=NC=C1CNC1CN(CC1)C(=O)OC(C)(C)C)SC